ICC=C 3-Iodo-propene